MonofluoroCyclooctyne FC1C#CCCCCC1